Cl.N[C@H]1CN(C[C@H](C1)F)C1=CC=C(C=2N=CC=NC12)C#N 8-((3R,5S)-3-amino-5-fluoro-piperidin-1-yl)-quinoxaline-5-carbonitrile hydrochloride